N-(4-fluoro-2-methanesulfonylphenyl)-6-(2-hydroxypropan-2-yl)pyridine-3-carboxamide FC1=CC(=C(C=C1)NC(=O)C=1C=NC(=CC1)C(C)(C)O)S(=O)(=O)C